O(C)C1=C(C=C(C=C1)Cl)[N+](=O)[O-] methoxyl-4-chloro-2-nitro-benzene